ClC(OC1=CC=C(C=C1)NC1=NC=CC=C1C1=NN=C(S1)C1(C(NCC1)=O)C)(F)F 3-(5-(2-((4-(Chlorodifluoromethoxy)phenyl)amino)pyridin-3-yl)-1,3,4-thiadiazol-2-yl)-3-methylpyrrolidin-2-one